ClC1=CC=C(C(=N1)C(=O)O)N[C@H](C)C1=CC(=CC=2C(C(=C(OC21)C2=CC=CC=C2)C)=O)C 6-Chloro-3-[[(1R)-1-(3,6-dimethyl-4-oxo-2-phenyl-benzopyran-8-yl)ethyl]amino]pyridine-2-carboxylic acid